tert-Butyl (S)-3-((5-bromothiazole-2-carboxamido)methyl)piperidine-1-carboxylate BrC1=CN=C(S1)C(=O)NC[C@H]1CN(CCC1)C(=O)OC(C)(C)C